FC=1C=C(C=C(C1)N1N=CC=N1)C=O [3-fluoro-5-(triazol-2-yl)phenyl]methanone